4-(4,4-difluoropiperidin-1-yl)-3-phenyl-1H-pyrazol-5-amine FC1(CCN(CC1)C=1C(=NNC1N)C1=CC=CC=C1)F